5-ethyl-3-hydroxy-4-methyl-2(5H)furanone C(C)C1C(=C(C(O1)=O)O)C